CN1C[C@H](CC1=O)NC(=O)C1N(CCC1)C(C1=CN=CC(=C1)NC)=O N-((S)-1-methyl-5-oxopyrrolidin-3-yl)-1-(5-(methylamino)nicotinoyl)pyrrolidine-2-formamide